(Z)-16-keto-octadec-9,17-diene-12,14-diynoic acid O=C(C#CC#CC\C=C/CCCCCCCC(=O)O)C=C